4-amino-N-((6-fluorobenzo[d]thiazol-2-yl)methyl)-1-methyl-N-(2-oxopyrrolidin-1-yl)-1H-pyrazolo[4,3-c]quinoline-8-carboxamide NC1=NC=2C=CC(=CC2C2=C1C=NN2C)C(=O)N(N2C(CCC2)=O)CC=2SC1=C(N2)C=CC(=C1)F